2-(2-(tert-butyl)phenoxy)-N-(4-hydroxy-2-(trifluoromethyl)phenyl)acetamide potassium [K].C(C)(C)(C)C1=C(OCC(=O)NC2=C(C=C(C=C2)O)C(F)(F)F)C=CC=C1